5,67-diisopropyl-2,70-dimethyl-4,7,34,38,65,68,71-heptaoxo-9,12,15,18,21,24,27,30,42,45,48,51,54,57,60,63-hexadecaoxa-3,6,33,39,66,69-hexaazahenheptacontanamide C(C)(C)C(C(NC(C(=O)N)C)=O)NC(COCCOCCOCCOCCOCCOCCOCCOCCNC(CCCC(NCCOCCOCCOCCOCCOCCOCCOCCOCC(NC(C(NC(C=O)C)=O)C(C)C)=O)=O)=O)=O